C1(CCC1)CN[C@H]1CN(CCC1)C=1C=CC(=NC1)CN1N=NC(=C1)C=1N=C2N(C(C1)=O)C=CC=C2 (R)-2-(1-((5-(3-((cyclobutylmethyl)amino)piperidin-1-yl)pyridin-2-yl)methyl)-1H-1,2,3-triazol-4-yl)-4H-pyrido[1,2-a]pyrimidin-4-one